uridine-d2 [C@]1([C@](O)([C@H](O)[C@@H](CO)O1)[2H])(N1C(=O)NC(=O)C=C1)[2H]